5-(4-((6-((6-(azidomethyl)-3-azabicyclo[3.1.0]hex-3-yl)methyl)pyridin-3-yl)ethynyl)phenyl)-3-((2-((1S)-1-((tetrahydro-2H-pyran-2-yl)oxy)ethyl)-1H-imidazol-1-yl)methyl)isoxazole N(=[N+]=[N-])CC1C2CN(CC12)CC1=CC=C(C=N1)C#CC1=CC=C(C=C1)C1=CC(=NO1)CN1C(=NC=C1)[C@H](C)OC1OCCCC1